C(\C=C\C1=CC=CC=C1)(=O)O[2H] trans-cinnamic acid-d